4-fluoro-2'-chloro-benzophenone FC1=CC=C(C(=O)C2=C(C=CC=C2)Cl)C=C1